CC1C=C(C=CC1([N+]#[C-])[N+]#[C-])C1=CC(=CC=C1)C 3,3'-dimethyl-4,4-diisocyanobiphenyl